4-piperidineacetaldehyde N1CCC(CC1)CC=O